CS1C=CC(=C1)C 1,4-Dimethylthiophene